((6-amino-4-(difluoromethyl)pyridin-2-yl)amino)-4-(((1S,2R)-2-fluorocyclopropyl)amino)-N-methylnicotinamide NC1=CC(=CC(=N1)NC1=C(C(=O)NC)C(=CC=N1)N[C@@H]1[C@@H](C1)F)C(F)F